N1NC(CCC1)C(=O)O Hexahydropyridazine-3-Carboxylic Acid